1-[5-ethylsulfonyl-6-[1-oxo-6-(trifluoromethoxy)isoindolin-2-yl]-3-pyridyl]cyclopropanecarbonitrile C(C)S(=O)(=O)C=1C=C(C=NC1N1C(C2=CC(=CC=C2C1)OC(F)(F)F)=O)C1(CC1)C#N